NC1CCC(CC1)OC=1C(=C(C#N)C=CC1)Cl ((1r,4r)-4-aminocyclohexyloxy)-2-chlorobenzonitrile